Cl.N1C[C@H](CCC1)CC(=O)N (3R)-3-piperidinyl-acetamide hydrochloride